N[C@H](CC=1C=C2C(=NC(=NN2C1C)Cl)NCC1=CC=CC=C1)CC1CC1 (S)-6-(2-amino-3-cyclopropylpropyl)-N-benzyl-2-chloro-7-methylpyrrolo[2,1-f][1,2,4]triazin-4-amine